4,4'-((((propane-2,2-diylbis(4,1-phenylene))bis(oxy))bis(2-hydroxypropane-3,1-diyl))bis(oxy))bis(but-2-yn-1-ol) CC(C)(C1=CC=C(C=C1)OCC(COCC#CCO)O)C1=CC=C(C=C1)OCC(COCC#CCO)O